5-fluoro-N1,2-dimethyl-N1-(m-tolyl)benzene-1,3-diamine FC=1C=C(C(=C(C1)N(C=1C=C(C=CC1)C)C)C)N